CN(C)C[C@H]1[C@@H](C1)C(=O)NC=1N=CC2=CC(=NC=C2C1)C=1C=NC(=CC1C)[C@@H](CCC)O (1R,2R)-2-[(dimethylamino)methyl]-N-(7-{6-[(1R)-1-hydroxybutyl]-4-methylpyridin-3-yl}-2,6-naphthyridin-3-yl)cyclopropane-1-carboxamide